dilauryl-dimethyl-ammonium methyl-sulfate COS(=O)(=O)[O-].C(CCCCCCCCCCC)[N+](C)(C)CCCCCCCCCCCC